(2R)-2-Aminopent-4-enoic acid methyl ester COC([C@@H](CC=C)N)=O